5-(1,3-dimethyl-1H-pyrazol-5-yl)-2-aminopyridine CN1N=C(C=C1C=1C=CC(=NC1)N)C